2-bromo-6-fluoro-3-(trifluoromethyl)benzoic acid BrC1=C(C(=O)O)C(=CC=C1C(F)(F)F)F